2-(azidomethyl)azetidine-1-carboxylic acid tert-butyl ester C(C)(C)(C)OC(=O)N1C(CC1)CN=[N+]=[N-]